3-[2,7-dichloro-8-fluoro-5-(2-methoxyethoxy)pyrido[4,3-d]pyrimidin-4-yl]-3,8-diazabicyclo[3.2.1]octane-8-carboxylic acid tert-butyl ester C(C)(C)(C)OC(=O)N1C2CN(CC1CC2)C=2C1=C(N=C(N2)Cl)C(=C(N=C1OCCOC)Cl)F